C(C)(=O)OCCOCC ethylene glycol monoethyl ether acetate